BrC1=NC=CC(=C1)N1C[C@@H](CC1)O[Si](C)(C)C(C)(C)C (R)-2-bromo-4-(3-((tert-butyldimethylsilyl)oxy)pyrrolidin-1-yl)pyridine